3-[5-(4-methylphenyl)-2,3-dimethylisoOxazolidin-3-yl]Pyridine CC1=CC=C(C=C1)C1CC(N(O1)C)(C)C=1C=NC=CC1